tert-butyl N-[2-[5-methyl-6-[2-[3-methyl-5-(1-piperidylsulfonyl)indol-1-yl]propanoylamino]indazol-1-yl]ethyl]carbamate CC=1C=C2C=NN(C2=CC1NC(C(C)N1C=C(C2=CC(=CC=C12)S(=O)(=O)N1CCCCC1)C)=O)CCNC(OC(C)(C)C)=O